C(C)(C)(C)OC(=O)NC(CCNCCCCCCCC(C)NC(OC(C)(C)C)=O)C tert-butyl (9-((3-((tert-butoxy carbonyl)amino)butyl)amino)nonan-2-yl)carbamate